CC=1N(C(=CC1)C)C=1SC2=C(C=NC(=C2)C#N)N1 (2,5-dimethyl-1H-pyrrol-1-yl)thiazolo[4,5-c]pyridine-6-carbonitrile